FC(F)C(C(C(F)(F)F)(F)F)OC(C(C(F)(F)F)(F)F)C(F)F difluoromethyl-2,2,3,3,3-pentafluoropropyl ether